1-(3-trifluoromethylphenyl)-1H-pyrrole-2,5-dione FC(C=1C=C(C=CC1)N1C(C=CC1=O)=O)(F)F